ethyl 2-[2-(3-chlorophenyl)ethylamino]-6-(5,6-dimethoxybenzimidazol-1-yl)pyridine-3-carboxylate ClC=1C=C(C=CC1)CCNC1=NC(=CC=C1C(=O)OCC)N1C=NC2=C1C=C(C(=C2)OC)OC